(S)-2-(trifluoromethyl)morpholine hydrochloride Cl.FC([C@@H]1CNCCO1)(F)F